N-(6-{1-[5-(2-Pyridin-2-yl-acetylamino)-[1,3,4]thiadiazol-2-yl]-piperidin-4-yloxy}-pyridazin-3-yl)-2-(3-trifluoromethoxy-phenyl)-acetamide N1=C(C=CC=C1)CC(=O)NC1=NN=C(S1)N1CCC(CC1)OC1=CC=C(N=N1)NC(CC1=CC(=CC=C1)OC(F)(F)F)=O